CC(C)CS(=O)(=O)ON1C(N=CC(=C1)C(=O)N1CCN(CC1)C1=NC=C(C=N1)C(F)(F)F)=O (R)-1-(2-oxo-5-(4-(5-(trifluoromethyl) pyrimidin-2-yl) piperazine-1-carbonyl) pyrimidin-1(2H)-yl) propan-2-ylmethylsulfonate